N-(4-amino-1H-pyrazolo[4,3-c]pyridin-7-yl)-2-oxo-2-[(2R,5S)-5-methyl-2-[3-[(2R)-2-(dimethylamino)propoxy]phenyl]-1-piperidyl]acetamide NC1=NC=C(C2=C1C=NN2)NC(C(N2[C@H](CC[C@@H](C2)C)C2=CC(=CC=C2)OC[C@@H](C)N(C)C)=O)=O